Br.[N+](=O)([O-])C1=CC=C(C=C1)C[C@H](N)C=1N=C(SC1)CC(F)(F)F (S)-2-(4-nitrophenyl)-1-(2-(2,2,2-trifluoroethyl)thiazol-4-yl)ethanamine hydrobromide